2-amino-3-(6-fluoro-7-methylthieno[3,2-b]pyridine-2-carboxamido)propanoic acid NC(C(=O)O)CNC(=O)C1=CC2=NC=C(C(=C2S1)C)F